BrC1=CC=CC=2CS(CC21)(=O)=O 4-bromo-1,3-dihydro-2λ6-benzo[c]thiophene-2,2-dione